2-(5-phenyl-1,3,4-thiadiazol-2-yl)ethan-1-amine C1(=CC=CC=C1)C1=NN=C(S1)CCN